IC=1C=C(C=CC1N)C1=CC=CC=C1 3-iodo-[1,1'-biphenyl]-4-amine